(2R,3R,4S)-5-azido-4-cyclopropyl-1,3-dihydroxypent-2-ylcarbamic acid tert-butyl ester C(C)(C)(C)OC(N[C@H](CO)[C@@H]([C@H](CN=[N+]=[N-])C1CC1)O)=O